CC=1C=C(C=CC1OC(F)(F)F)NC1=NC=C2C(=N1)N(N(C2=O)CC=C)C2=NC(=CC=C2)NC2CCNCC2 6-{[3-methyl-4-(trifluoromethoxy)phenyl]amino}-1-{6-[(piperidin-4-yl)amino]pyridin-2-yl}-2-(prop-2-en-1-yl)-1H,2H,3H-pyrazolo[3,4-d]pyrimidin-3-one